C(#N)C=1C(=NC(=C(C1CC)C#N)N1CCC(CC1)N(C)C)SC(C(=O)N)C1=CC=C(C=C1)F 2-((3,5-dicyano-6-(4-(dimethylamino)piperidin-1-yl)-4-ethylpyridin-2-yl)sulfanyl)-2-(4-fluorophenyl)acetamide